C1(CC1)C=1C(=CC(N2[C@@H](CSC12)C(=O)O)=O)CC1=CC2=CC=CC=C2C=C1 (3R)-7-Cyclopropyl-6-[(2-naphthyl)methyl]-4-oxo-1-thia-3a-aza-3-indancarboxylic acid